(3R,5S)-3-methyl-5-(8-trifluoromethoxy-quinolin-5-yl)-piperidine-1-carboxylic acid (1-methyl-piperidin-4-yl)-amide CN1CCC(CC1)NC(=O)N1C[C@@H](C[C@H](C1)C1=C2C=CC=NC2=C(C=C1)OC(F)(F)F)C